N1CC(C1)C(=O)O azacyclobutane-3-carboxylic acid